CSCC(=O)N1C[C@H]2CN3C(C=CC(=C3[C@@H](C1)C2)C=2SC=CC2)=O (1R,9S)-11-[(methylsulfanyl)acetyl]-3-(2-thienyl)-7,11-diazatricyclo[7.3.1.02,7]trideca-2,4-dien-6-one